trans-rac-3-(3,5-bis(trifluoromethyl)phenyl)-2,2-dichlorocyclopropane-1-carboxylic acid methyl ester COC(=O)[C@@H]1C([C@H]1C1=CC(=CC(=C1)C(F)(F)F)C(F)(F)F)(Cl)Cl |r|